OCCN(CCCCCCC(C(=O)OCCCCCCCCC(C)C)C)CCCCCCCC(=O)OC(CCCCCCCC)CCCCCCCC 9-methyldecyl 8-{(2-hydroxyethyl)[7-(1-octylnonyloxycarbonyl)heptyl]amino}-2-methyloctanoate